O1COC2=C1C=CC(=C2)C2=C1C(=CC=3COC(C32)=O)C=C(C(=C1)OC)OC 4-(1,3-benzodioxol-5-yl)-6,7-dimethoxy-1H-benzo[f][2]benzofuran-3-one